NC1=C(C=C(C=N1)NC(C(=O)N1[C@@H](CC[C@H](C1)C)C1=CC(=CC(=C1)Cl)Cl)=O)C N-(6-amino-5-methyl-3-pyridyl)-2-[(2S,5R)-2-(3,5-dichlorophenyl)-5-methyl-1-piperidyl]-2-oxo-acetamide